1-((3R,4S)-4-((5-(1-((R)-1,1-difluoropropan-2-yl)-1H-benzo[d][1,2,3]triazol-6-yl)-4-methoxypyrrolo[2,1-f][1,2,4]triazin-2-yl)amino)-3-fluoropiperidin-1-yl)ethan-1-one-2,2,2-d3 FC([C@@H](C)N1N=NC2=C1C=C(C=C2)C=2C=CN1N=C(N=C(C12)OC)N[C@@H]1[C@@H](CN(CC1)C(C([2H])([2H])[2H])=O)F)F